(S)-1-[(S)-3-Methyl-1-{[4-({4-methyl-2,4-diazabicyclo[3.3.0]octa-1(5),2-dien-3-yl}methyl)-1-piperidyl]carbonyl}butyl]-3-isobutyl-2-piperazinone CC(C[C@@H](C(=O)N1CCC(CC1)CC1=NC=2CCCC2N1C)N1C([C@@H](NCC1)CC(C)C)=O)C